ClC1=CC(=C(C=N1)N)I 6-Chloro-4-iodopyridin-3-amine